CC1=C(C(=C(C=C1)C(C(=O)OCC(C(COC(C(=O)C1=C(C(=C(C=C1)C)C)C)=O)C(C)C)C(C)C)=O)C)C 2,3-diisopropyl-1,4-butanediol ditrimethylphenylglyoxylate